COC(=O)C1(CC(C1)C1=C(N(C2=CC=C(C=C12)OCC1=CC=CC=C1)C1=CC(=C(C=C1)F)C)C1CCOCC1)C(=O)OC 3-[5-benzyloxy-1-(4-fluoro-3-methyl-phenyl)-2-tetrahydropyran-4-yl-indol-3-yl]Cyclobutane-1,1-dicarboxylic acid dimethyl ester